allyliron C(C=C)[Fe]